(8-((3-fluoropyridin-2-yl)methyl)-2,8-diazaspiro[4.5]decan-2-yl)methanone FC=1C(=NC=CC1)CN1CCC2(CCN(C2)C=O)CC1